1-Fluoro-2-nitro-4-((4-(trifluoro-methyl)cyclohexyl)oxy)benzene FC1=C(C=C(C=C1)OC1CCC(CC1)C(F)(F)F)[N+](=O)[O-]